C(C)(C)(C)OC(=O)NCCNC(=S)NCC(=O)NC1=C(C=C(C=C1)S(=O)(=O)N(C1=C(N=CS1)C(=O)OC(C)(C)C)CC1=CC=C(C=C1)OC)F Tert-butyl 5-[[4-[[2-[2-(tert-butoxycarbonylamino)ethylcarbamothioylamino]acetyl]amino]-3-fluoro-phenyl]sulfonyl-[(4-methoxyphenyl)methyl]amino]thiazole-4-carboxylate